[13C](C)(=O)N acetamide-13C